lithium dihydroxyphenylpropionate OCC(C(=O)[O-])(C1=CC=CC=C1)O.[Li+]